CN(C(O)=O)C1=CC=C(C=C1)C1=NOC(=N1)C(F)(F)F.C(#N)N(C1=CC(=CC(=C1)F)F)C=1SC(=C(N1)C(=O)NC1(CCCC1)C)C 2-(N-cyano-3,5-difluoro-anilino)-5-methyl-N-(1-methylcyclopentyl)thiazole-4-carboxamide methyl-{4-[5-(trifluoromethyl)-1,2,4-oxadiazol-3-yl]phenyl}carbamate